N-Ethyl-3-amino-(2-methylpropyl)trimethoxysilane C(C)NCC(C[Si](OC)(OC)OC)C